1-[6,7-Dimethyl-4-(methylamino)-1,3-dihydro-2H-pyrrolo[3,4-c]pyridin-2-yl]-2-[trans-2-(6-fluoropyridin-3-yl)cyclopropyl]ethanon CC1=C(C2=C(C(=N1)NC)CN(C2)C(C[C@H]2[C@@H](C2)C=2C=NC(=CC2)F)=O)C